ClC1=C(C=CC=C1)S(=O)(=O)N1CCNCC1 ((2-chlorophenyl)sulfonyl)piperazine